ClC1=CC(=C(C=C1)C1(OC2=C(O1)C=CC=C2C2=CCN(CC2)C(=O)OC(C)(C)C)C)F Tert-butyl 4-(2-(4-chloro-2-fluorophenyl)-2-methylbenzo[d][1,3]dioxol-4-yl)-5,6-dihydropyridine-1(2H)-carboxylate